C(CCC)OC=1C=C(C=C(C1)C(F)(F)F)C1=NNC=N1 3-(3-butoxy-5-(trifluoromethyl)phenyl)-1H-1,2,4-triazole